3-(1-(2-(2-(2-methoxyethoxy)ethyl)-1H-1,2,3-triazol-4-yl)Propanoyl)-2-((2-phenylacetamido)methyl)piperazin-1-carboxylat COCCOCCN1NC=C(N1)C(C(C)C1C(N(CCN1)C(=O)[O-])CNC(CC1=CC=CC=C1)=O)=O